(R)-6-(5-(difluoromethoxy)-4-((6-oxo-5-(trifluoromethyl)-1,6-dihydropyridazin-4-yl)amino)pentyl)-2-(5-(difluoromethyl)pyridin-2-yl)-1,6-naphthyridin-5(6H)-one FC(OC[C@@H](CCCN1C(C=2C=CC(=NC2C=C1)C1=NC=C(C=C1)C(F)F)=O)NC=1C=NNC(C1C(F)(F)F)=O)F